(4-Bromo-1H-indazol-6-yl)methanol BrC1=C2C=NNC2=CC(=C1)CO